1-(4-chlorobenzyl)-3-(4-((4-isopropyl-2-oxopiperazin-1-yl)methyl)phenyl)urea ClC1=CC=C(CNC(=O)NC2=CC=C(C=C2)CN2C(CN(CC2)C(C)C)=O)C=C1